(S)-(3-cyclohexyl-4-(pyrrolidin-3-yloxy)phenyl)(4-(3-fluoro-5-(2,7-diazaspiro[3.5]nonan-2-yl)phenoxy)piperidin-1-yl)methanone C1(CCCCC1)C=1C=C(C=CC1O[C@@H]1CNCC1)C(=O)N1CCC(CC1)OC1=CC(=CC(=C1)N1CC2(C1)CCNCC2)F